4-[benzyl-(tridecyl)amino]butanoic acid hydrochloride Cl.C(C1=CC=CC=C1)N(CCCC(=O)O)CCCCCCCCCCCCC